2-(7-fluoro-3-oxo-2H-benzo[b][1,4]thiazin-4(3H)-yl)acetohydrazide FC=1C=CC2=C(SCC(N2CC(=O)NN)=O)C1